O[C@@H]1C[C@@H](OC2=C1C=C(C=C2)C(F)(F)F)C(=O)NC21CC(C2)(C1)N1N=CC(=C1)N1C[C@@H](CC1)OC(F)(F)F (2R,4R)-4-hydroxy-N-(3-{4-[(3R)-3-(trifluoromethoxy)pyrrolidin-1-yl]-1H-pyrazol-1-yl}bicyclo[1.1.1]pentan-1-yl)-6-(trifluoromethyl)-3,4-dihydro-2H-1-benzopyran-2-carboxamide